2-(4,5-dichloro-2-methyl-3,6-dioxo-pyridazin-1-yl)-N-[4-methyl-3-[(4-methyl-1,4-diazepan-1-yl)sulfonyl]phenyl]acetamide ClC=1C(N(N(C(C1Cl)=O)CC(=O)NC1=CC(=C(C=C1)C)S(=O)(=O)N1CCN(CCC1)C)C)=O